2-chloro-5-(methylthio)benzoic acid ClC1=C(C(=O)O)C=C(C=C1)SC